3,9-diazabicyclo[3.3.1]nonane-9-carboxylate C12CNCC(CCC1)N2C(=O)[O-]